(6,6-dideutero-1,4-oxaazepan-4-yl)-(1H-pyrazolo[4,3-C]pyridin-6-yl)methanone [2H]C1(CN(CCOC1)C(=O)C1=CC2=C(C=N1)C=NN2)[2H]